2-(3-ethoxy-2-hydroxyphenyl)benzimidazole C(C)OC=1C(=C(C=CC1)C=1NC2=C(N1)C=CC=C2)O